3-[(4,4-difluorocyclohexyl)methyl]-4-[(4-methyl-1,3-thiazol-5-yl)methyl]-1,2,4-oxadiazol-5(4H)-one FC1(CCC(CC1)CC1=NOC(N1CC1=C(N=CS1)C)=O)F